[Si](C1=CC=CC=C1)(C1=CC=CC=C1)(C(C)(C)C)OCCC(CNC(OCC1=CC=CC=C1)=O)O Benzyl (4-((tert-butyl diphenylsilyl)oxy)-2-hydroxybutyl)carbamate